BrCC1=CC=C(C(=O)N(C)C)C=C1 4-(bromomethyl)-N,N-dimethylbenzamide